ClC1=NC=CC=C1N1C(N=C(C2=CC=C(C=C12)C1CC1)N[C@@H]1[C@@H](C1)F)=O 1-(2-chloropyridin-3-yl)-7-cyclopropyl-4-(((1S,2R)-2-fluorocyclopropyl)amino)-quinazolin-2(1H)-one